2'-[1,2-ethanediyl-bis-(oxy-2,1-ethanediyloxy)]-bis-benzene-1,4-diamine C(COCCOC1=C(C=CC(=C1)N)N)OCCOC1=C(C=CC(=C1)N)N